2-(3-(5-chloro-3,6-diphenylpyrazin-2-yl)phenyl)-4,6-diphenylpyrimidine ClC=1N=C(C(=NC1C1=CC=CC=C1)C=1C=C(C=CC1)C1=NC(=CC(=N1)C1=CC=CC=C1)C1=CC=CC=C1)C1=CC=CC=C1